ClC=1C=C(OCCC(C(=O)O)C)C=CC1C=1N(C2=NC=NC(=C2N1)OC1(CC1)C)CC1=C(C=CC(=C1)Cl)OC 4-(3-chloro-4-(9-(5-chloro-2-methoxybenzyl)-6-(1-methylcyclopropoxy)-9H-purin-8-yl)phenoxy)-2-methylbutanoic acid